4-[(3R,4R)-4-[[6-(TRIFLUOROMETHYL)-7H-PYRROLO[2,3-D]PYRIMIDIN-4-YL]AMINO]CHROMAN-3-YL]TETRAHYDROPYRAN-4-OL FC(C1=CC2=C(N=CN=C2N[C@@H]2[C@H](COC3=CC=CC=C23)C2(CCOCC2)O)N1)(F)F